C(C)C1CCC(CC1)NC(=O)CC(C(CC(=O)NC1CCC(CC1)CC)C(=O)NC1CCC(CC1)CC)C(=O)NC1CCC(CC1)CC 1,2,3,4-butanetetracarboxylic acid tetrakis(4-ethylcyclohexylamide)